3-benzothiophen-2-yl-L-alanine S1C(=CC2=C1C=CC=C2)C[C@H](N)C(=O)O